(S)-2-((((9H-fluoren-9-yl)methoxy)carbonyl)amino)-3-(2,3-dimethylphenyl)propanoic acid C1=CC=CC=2C3=CC=CC=C3C(C12)COC(=O)N[C@H](C(=O)O)CC1=C(C(=CC=C1)C)C